C(CCCCCCC)[Si]1(C2=C(C3=C1C=CS3)SC=C2)CCCCCCCC 4,4-dioctyldithieno(3,2-b:2',3'-d)silole